(E)-2-(benzyloxy)-4-(2-(1-trityl-1H-imidazol-4-yl)benzylidene)cyclobutanone C(C1=CC=CC=C1)OC1C(/C(/C1)=C/C1=C(C=CC=C1)C=1N=CN(C1)C(C1=CC=CC=C1)(C1=CC=CC=C1)C1=CC=CC=C1)=O